O[C@H](CNC(OC(C)(C)C)=O)C=1C(=C2COC(C2=CC1)=O)C tert-butyl (S)-(2-hydroxy-2-(4-methyl-1-oxo-1,3-dihydroisobenzofuran-5-yl)ethyl)carbamate